ClC1=CC(=C(C=N1)C(=O)C1CC1)NCCCCO (6-Chloro-4-((4-hydroxybutyl)amino)pyridin-3-yl)(cyclopropyl)methanone